aminocyclobutane-carboxylate hydrochloride Cl.NC1(CCC1)C(=O)O